(S)-N-((3S,4S)-4-(3-fluorophenyl)-1-(imidazo[1,5-a]pyridine-8-carbonyl)piperidin-3-yl)-3,3-dimethyl-2-(2,2,2-trifluoroacetamido)butanamide FC=1C=C(C=CC1)[C@H]1[C@@H](CN(CC1)C(=O)C=1C=2N(C=CC1)C=NC2)NC([C@H](C(C)(C)C)NC(C(F)(F)F)=O)=O